1-(5-(2-Fluorophenyl)-4-Methoxy-1-((6-Methylpyridin-3-yl)Sulfonyl)-1H-Pyrrol-3-yl)-N-Methylmethanamin FC1=C(C=CC=C1)C1=C(C(=CN1S(=O)(=O)C=1C=NC(=CC1)C)CNC)OC